BrC1=CC2=C(C(=NO2)C(C(=O)OC)CCC#N)C=C1 methyl 2-(6-bromo-1,2-benzoxazol-3-yl)-4-cyano-butanoate